2-(1-fluorocyclopropyl)-N-(3-(7-(4-methoxybenzylamino)-1,6-naphthyridin-3-yl)-4-methylphenyl)isonicotinamide FC1(CC1)C=1C=C(C(=O)NC2=CC(=C(C=C2)C)C=2C=NC3=CC(=NC=C3C2)NCC2=CC=C(C=C2)OC)C=CN1